C(C)(C)(C)N1CC(C1)S(=O)(=O)C1=C(C(=C(C=C1)C1=CC=CC=2N1C=CN2)C=2N=NN(N2)CC2=CC=C(C=C2)OC)S(N(CC2=CC=C(C=C2)OC)CC2=CC=C(C=C2)OC)(=O)=O tert-butyl-3-((2-(N,N-bis(4-methoxybenzyl)sulfamoyl)-4-(imidazo[1,2-a]pyridin-5-yl)-3-(2-(4-methoxybenzyl)-2H-tetrazol-5-yl)phenyl)sulfonyl)azetidine